O1C(=CC2=C1C=CC=C2)C(C(C2=CC(=CC=C2)F)C=2C(=NC1=CC=C(C=C1C2)C#N)OC)(CCN(C)C)O 3-(2-(benzofuran-2-yl)-4-(dimethylamino)-1-(3-fluorophenyl)-2-hydroxybutyl)-2-methoxyquinoline-6-carbonitrile